N,N-dimethyl-9-amino-2-aminocyclohepta[b]benzofuran hydrochloride Cl.CN(C1=CC=C2C(=C3C(O2)=CC=CC(=C3)N)C1)C